(2S)-1-(9H-fluoren-9-yl-methoxycarbonyl)pyrrolidin-2-carboxylic acid C1=CC=CC=2C3=CC=CC=C3C(C12)COC(=O)N1[C@@H](CCC1)C(=O)O